1-(tert-butyl)-N-((4-(5-methyl-1,3,4-oxadiazol-2-yl)benzyl)oxy)-4-(3-(trifluoromethyl)phenoxy)-1H-pyrazole-5-carboxamide C(C)(C)(C)N1N=CC(=C1C(=O)NOCC1=CC=C(C=C1)C=1OC(=NN1)C)OC1=CC(=CC=C1)C(F)(F)F